CCCCCCCC(CCCCCCCCCCCC)O eicosane-8-ol